2,3-dimethylpent-3-enamide CC(C(=O)N)C(=CC)C